C(C1=CC=CC=C1)OCCN1C=2C3=C(N=C(N3CC(C1)(C)C)NC(=O)C1=CC(=NN1CC)C)C=C(C2)C(=O)N 6-(2-(benzyloxy)ethyl)-1-(1-ethyl-3-methyl-1H-pyrazole-5-carboxamido)-8,8-dimethyl-6,7,8,9-tetrahydro-2,6,9a-triazabenzo[cd]azulene-4-carboxamide